BrC=1C=C2CCC(OC2=CC1)C(C#N)(C)O 2-(6-bromochroman-2-yl)-2-hydroxypropionitrile